FC1=C(C=C(C=C1)F)C=1CCCC2=C(C1C1=CC=C(C=C1)CC1CN(C1)CCCF)C=CC(=C2)C(=O)O 8-(2,5-difluorophenyl)-9-(4-((1-(3-fluoropropyl)azetidin-3-yl)methyl)phenyl)-6,7-dihydro-5H-benzo[7]annulene-3-carboxylic acid